2-((2-chloro-5-(trifluoromethyl)pyrimidin-4-yl)amino)-6-fluoro-N-methylbenzamide ClC1=NC=C(C(=N1)NC1=C(C(=O)NC)C(=CC=C1)F)C(F)(F)F